N-[(cis)-2-hydroxycyclohexyl]-2-(1-methyl-1H-pyrazol-4-yl)-3-oxo-6-[4-(trifluoromethoxy)phenyl]-2,3-dihydropyridazine-4-carboxamide O[C@@H]1[C@@H](CCCC1)NC(=O)C=1C(N(N=C(C1)C1=CC=C(C=C1)OC(F)(F)F)C=1C=NN(C1)C)=O